O=C1NC(CC[C@H]1N1C(C2=CC=C(C=C2C1)O[C@H]1[C@@H](CCCC1)N1CC(C1)C1=CC(=NC=C1)C#N)=O)=O |&1:6| Rac-4-(1-((trans)-2-((2-(2,6-dioxopiperidin-3-yl)-1-oxo-isoindolin-5-yl)oxy)cyclohexyl)azetidin-3-yl)picolinonitrile